C(C)(C)(C)OC(=O)O[C@@H]1[C@H]([C@H](N(C1)C(=O)OC(C)(C)C)CC1=CC=C(C=C1)OC)OC(=O)C12CC(C1)(C2)F tert-butyl (2R,3S,4S)-4-[(tert-butoxycarbonyl)oxy]-3-{3-fluorobicyclo[1.1.1]pentane-1-carbonyloxy}-2-[(4-methoxyphenyl)methyl]pyrrolidine-1-carboxylate